ClC(=O)C=1C=C(C(=O)OC)C=C(C1)[N+](=O)[O-] methyl 3-(chlorocarbonyl)-5-nitrobenzoate